CN(C1CCC(CC1)N)C (1r,4r)-N',N'-dimethylcyclohexane-1,4-diamine